O=C(C[C@@H](CC1=C(C=C(C(=C1)F)F)F)N)N1CC=2N(CC1)C(=NN2)C(F)(F)F (2R)-4-oxo-4-[3-(trifluoromethyl)-5,6-dihydro[1,2,4]triazolo[4,3-a]pyrazin-7(8H)-yl]-1-(2,4,5-trifluorophenyl)butan-2-amine